N1(N=CC=C1)C1=CC(=NC=N1)N[C@H](C(=O)O)CCN(CCCCC1=NC=2NCCCC2C=C1)CCNC(C)=O (S)-2-((6-(1H-pyrazol-1-yl)pyrimidin-4-yl)amino)-4-((2-acetamidoethyl)(4-(5,6,7,8-tetrahydro-1,8-naphthyridin-2-yl)butyl)amino)butanoic acid